(E)-1-(4-Aminophenyl)-3-[4-[bis(2-hydroxyethyl)amino]phenyl]prop-2-en-1-one NC1=CC=C(C=C1)C(\C=C\C1=CC=C(C=C1)N(CCO)CCO)=O